(R)-N-(4-(3-((5-ethynyl-4-methoxypyrimidin-2-yl)amino)pyrrolidine-1-carbonyl)phenyl)acrylamide C(#C)C=1C(=NC(=NC1)N[C@H]1CN(CC1)C(=O)C1=CC=C(C=C1)NC(C=C)=O)OC